O1C(=CC2=C1C=CC=C2)C=2C(=CC=C1C=C(C(=NC21)OC)C(=O)OCC)C2CCC2 ethyl 8-(1-benzofuran-2-yl)-7-cyclobutyl-2-methoxyquinoline-3-carboxylate